(3-(5-carbamoyl-7-methoxy-2-(3-phenylalanylamino)-1H-benzo[d]imidazol-1-yl)propyl)carbamic acid benzyl ester C(C1=CC=CC=C1)OC(NCCCN1C(=NC2=C1C(=CC(=C2)C(N)=O)OC)NC([C@@H](N)CC2=CC=CC=C2)=O)=O